5-(6-(4-((5-cyclopropyl-3-(2-(trifluoromethoxy)phenyl)isoxazol-4-yl)methoxy)piperidin-1-yl)pyridin-3-yl)-1,3,4-oxadiazol-2(3H)-one C1(CC1)C1=C(C(=NO1)C1=C(C=CC=C1)OC(F)(F)F)COC1CCN(CC1)C1=CC=C(C=N1)C1=NNC(O1)=O